[O-]S(=O)(=O)C(F)(F)F.C1(=CC=CC=C1)[SH2+] phenylsulfonium triflate